tetradecanetriamine C(CCCCCCCCCCCCC)(N)(N)N